O=C1N(CC2=C(C=C(C=C12)C=O)C(F)(F)F)C1=CC(=CC=C1)[C@@](C(C1=NN=CN1C)(F)F)(C)F (R)-3-oxo-2-(3-(1,1,2-trifluoro-1-(4-methyl-4H-1,2,4-triazol-3-yl)propan-2-yl)phenyl)-7-(trifluoromethyl)isoindoline-5-carbaldehyde